ClC1=C(C(=[N+](C=C1)[O-])C)C1=C(C=C(C=C1)NC([C@@H](NC(=O)C1=CC=NN1CCOC)C1CCCCC1)=O)F 4-chloro-3-(4-((S)-2-cyclohexyl-2-(1-(2-methoxyethyl)-1H-pyrazole-5-carboxamido)acetamido)-2-fluorophenyl)-2-methylpyridine 1-oxide